N-((S)-((3R,4S)-3-fluoro-1-methylpiperidin-4-yl)(2-(3-((2-methoxy-4-(methylsulfonyl)phenyl)amino)prop-1-yn-1-yl)-3-(2,2,2-trifluoroethyl)imidazo[1,2-a]pyridin-8-yl)methyl)acetamide F[C@H]1CN(CC[C@H]1[C@H](NC(C)=O)C=1C=2N(C=CC1)C(=C(N2)C#CCNC2=C(C=C(C=C2)S(=O)(=O)C)OC)CC(F)(F)F)C